NCCC1CN(CC1)C(=O)OC(C)(C)C tert-Butyl 3-(2-aminoethyl)pyrrolidine-1-carboxylate